F[C@@]1(C[C@@H](O[C@@H]1CO)N1C(=O)NC(=O)C(=C1)C)O deoxy-3'-fluoro-5-methyluridine